C(CCCC)C1CCC(CC1)C1=CC=C(C(=O)O)C=C1 4-(4-pentylcyclohexyl)benzoic acid